[Cl-].[Cl-].C1(=CC=C(C=C1)C(=[Zr+2](C1=CC=CC2=C3C(=C4C=5C=CC=CC5CC4=C21)C=CC=C3)C3C=CC=C3)C3=CC=C(C=C3)C)C di(p-tolyl)methylene(cyclopentadienyl)(dibenzofluorenyl)zirconium dichloride